1-ethyl-4-vinylpyridin-1-ium chloride [Cl-].C(C)[N+]1=CC=C(C=C1)C=C